o-iso-propylstyrene C(C)(C)C1=C(C=C)C=CC=C1